ethyl 1H-pyrrolo[3,2-b]pyridine-2-carboxylate N1C(=CC2=NC=CC=C21)C(=O)OCC